COC1=NC=C(C=C1C(=O)N)NC(C(N1[C@H](CC[C@@H](C1)C)C=1C=CC2=CN(N=C2C1)C1CCOCC1)=O)=O 2-methoxy-5-[[2-oxo-2-[(2R,5S)-5-methyl-2-(2-tetrahydropyran-4-ylindazol-6-yl)-1-piperidyl]acetyl]amino]pyridine-3-carboxamide